N[C@H](CCCC)CO D-norleucinol